NC1=NC=NC=2C3=C(CC(C12)(C)C)C(=C(C=C3)OC)N(CCC#N)C 3-[(4-amino-8-methoxy-5,5-dimethyl-6H-benzo[H]quinazolin-7-yl)-methyl-amino]propionitrile